Cl.C(C)OC1CNCCC1O 3-ethoxypiperidin-4-ol-HCl salt